B(OC(=C(F)F)F)([O-])[O-] (1,2,2-trifluoroethenyl) borate